ClC=1C=C(C(=NC1)OC)S(=O)(=O)NC=1C(=C(C(=CC1)F)C1=CC=C2C(=NNC2=C1F)C(=O)NCC1CNCCC1)F 6-[3-(5-Chloro-2-methoxypyridine-3-sulfonamido)-2,6-difluorophenyl]-7-fluoro-N-(piperidin-3-ylmethyl)-1H-indazole-3-carboxamide